4-Methyl-9-[2-carboxy(4-cyclohexenyl)]carbonyloxyanthracene CC1=CC=CC2=C(C3=CC=CC=C3C=C12)OC(=O)C1C(CC=CC1)C(=O)O